OCC1=CC=C2CN(C(C2=C1)=O)N1C(CCCC1=O)=O (6-(hydroxymethyl)-1-oxoisoindolin-2-yl)piperidine-2,6-dione